methyl 1-(4-(bis(4H-benzo[d][1,3]dioxin-6-yl)methyl)piperazine-1-carbonyl)-1H-benzo[d][1,2,3]triazole-6-carboxylate O1COCC2=C1C=CC(=C2)C(N2CCN(CC2)C(=O)N2N=NC1=C2C=C(C=C1)C(=O)OC)C1=CC2=C(OCOC2)C=C1